2,2'-(chloromethylene)bis(1,4-dimethylbenzene) ClC(C1=C(C=CC(=C1)C)C)C1=C(C=CC(=C1)C)C